NC1=C(C2=C(S1)C=CC=C2Br)C#N amino-4-bromobenzo[B]thiophene-3-carbonitrile